COC=1C=C(C=C(C1)C(C)(C)C1=CC(=CC(=C1)OC(F)(F)F)OC)NC(=O)C1=CC2=C(S1)C=CC(=C2)C(C)(C)S(=O)(=O)C N-(3-methoxy-5-(2-(3-methoxy-5-(trifluoromethoxy)phenyl)propan-2-yl)phenyl)-5-(2-(methylsulfonyl)propan-2-yl)benzo[b]thiophene-2-carboxamide